8-chloro-5-(5-methyl-piperidin-3-yl)-quinoline ClC=1C=CC(=C2C=CC=NC12)C1CNCC(C1)C